C1NCC2NS(C=3C(OCC21)=C(NC3)C(=O)N)(=O)=O 2,3,3a,4,10,10a-hexahydro-1H,7H-dipyrrolo[3,4-b:3',4'-f][1,4,5]oxathiazocine-8-carboxamide 5,5-dioxide